ClC1=CC=2C=3C=CC(=CC3N(C(N(C2N=C1)CC)=O)C1=C(C=C(C=C1F)NCCNCCC#N)F)C#N 4-chloro-10-[4-({2-[(2-cyanoethyl)amino]ethyl}amino)-2,6-difluorophenyl]-8-ethyl-9-oxo-6,8,10-triazatricyclo[9.4.0.02,7]pentadeca-1(11),2(7),3,5,12,14-hexaene-13-carbonitrile